ClC=1C2=C(C=NC1)C=NN2C 7-chloro-1-methyl-pyrazolo[4,3-c]pyridine